NC1=NC=C(C(=N1)N)CN1CCC2=CC(=CC=C12)C1=C(C=C2C(C=CN3C2=C1OC[C@@H]3CC)=O)F (S)-10-(1-((2,4-diaminopyrimidin-5-yl)methyl)indolin-5-yl)-3-ethyl-9-fluoro-7-oxo-2,3-dihydro-7H-[1,4]oxazino[2,3,4-ij]quinoline